CC1(OB(OC1(C)C)C1=CC2=C(C3=C(O2)C(=CC=C3)C3=NC=CC=C3)C=C1)C 2-(7-(4,4,5,5-tetramethyl-1,3,2-dioxaborolan-2-yl)dibenzo[b,d]furan-4-yl)pyridine